2-Nitro-4-oxo-4,5,6,7-tetrahydropyrazolo[1,5-a]pyridine-5-carboxylic acid ethyl ester C(C)OC(=O)C1C(C=2N(CC1)N=C(C2)[N+](=O)[O-])=O